9,9-bis(4-methoxyphenyl)-2,7-diaminofluorene COC1=CC=C(C=C1)C1(C2=CC(=CC=C2C=2C=CC(=CC12)N)N)C1=CC=C(C=C1)OC